FC1(CCN(CC1)C=1C=CC=2N(C1)N=C(N2)C2=C1C=C(N=CC1=C(N=C2)NC)NC(=O)C2CC2)F N-(5-(6-(4,4-difluoropiperidin-1-yl)-[1,2,4]triazolo[1,5-a]pyridin-2-yl)-8-(methylamino)-2,7-naphthyridin-3-yl)cyclopropanecarboxamide